(E)-6-phenylvinyl-2,4-diaminopyrimidine C1(=CC=CC=C1)/C=C/C1=CC(=NC(=N1)N)N